C(C)(C)(C)C1=CC(=CC(=C1O)C)CCCOP1OC2=C(C3=C(O1)C(=CC(=C3)C(C)(C)C)C(C)(C)C)C=C(C=C2C(C)(C)C)C(C)(C)C 6-tert-butyl-4-[3-[(2,4,8,10-tetra-tert-butyldibenzo[d,f][1,3,2]Dioxaphosphepin-6-yl)oxy]propyl]-2-methylphenol